N-(2-(2-(2-aminoethoxy)ethoxy)ethyl)-2-((2-(2,6-dioxopiperidin-3-yl)-1,3-dioxoisoindolin-4-yl)oxy)acetamide 2,2,2-trifluoroacetate FC(C(=O)O)(F)F.NCCOCCOCCNC(COC1=C2C(N(C(C2=CC=C1)=O)C1C(NC(CC1)=O)=O)=O)=O